C(#N)C1=C2N(C(C(=C1CC)C1=C(C=CC=C1)NS(=O)(=O)C=C)=O)C1=C(N2CC(=O)NC2=CC=C(C=C2)C(F)(F)F)C=CC=C1 2-(4-Cyano-3-ethyl-1-oxo-2-(2-(vinylsulfonamido)phenyl)benzo[4,5]imidazo[1,2-a]pyridin-5(1H)-yl)-N-(4-(trifluoromethyl)phenyl)acetamide